C[C@@]12CCC[C@H]1[C@@H]1CCC3=CCCC[C@]3(C)[C@H]1CC2 Androst-4-en